1-isobutyl-5-(naphthalen-2-yloxy)-1H-indazole-6-carboxylic acid C(C(C)C)N1N=CC2=CC(=C(C=C12)C(=O)O)OC1=CC2=CC=CC=C2C=C1